C1(CCC1)NC(=O)[C@@H]1[C@@H](CCCC1)C(=O)N1[C@@H](C2=C(C=CC=C2CC1)OCCNC(=O)C1=NOC(=C1)C)CN1C(C2=CC=CC=C2C1=O)=O N-(2-(((S)-2-((1R,2S)-2-(cyclobutylcarbamoyl)cyclohexane-1-carbonyl)-1-((1,3-dioxoisoindolin-2-yl)methyl)-1,2,3,4-tetrahydroisoquinolin-8-yl)oxy)ethyl)-5-methylisoxazole-3-carboxamide